perfluorooctylsulfonamide FC(C(C(C(C(C(C(C(F)(F)F)(F)F)(F)F)(F)F)(F)F)(F)F)(F)F)(S(=O)(=O)N)F